4-methoxy-1-[(2R,3R,4S,5S)-5-fluoro-3,4-dihydroxy-5-(hydroxymethyl)tetrahydrofuran-2-yl]pyrimidin-2-one COC1=NC(N(C=C1)[C@@H]1O[C@@]([C@H]([C@H]1O)O)(CO)F)=O